C(C)(C)(C)OC(=O)N1[C@H](C[C@H](C1)O)C(N(C(C(=O)NCCOC)C=1C=NC=CC1)C1=CC=C(C=C1)C(C)(C)C)=O (2R,4R)-tert-butyl-2-((4-(tert-butyl)phenyl)(2-((2-methoxyethyl)amino)-2-oxo-1-(pyridin-3-yl)ethyl)carbamoyl)-4-hydroxypyrrolidine-1-carboxylate